CC(CC(C(=O)NC(CC(=O)O)C1=CC(=CC=C1)OC1=CC=CC=C1)N1C(C=CC=C1)=O)C 3-(4-methyl-2-(2-oxopyridin-1(2H)-yl)pentanamido)-3-(3-phenoxyphenyl)propanoic acid